OC=1C(=NC=C(C1)C=1C=NN(C1)C1=CC=CC=C1)C(=O)OC methyl 3-hydroxy-5-(1-phenyl-1H-pyrazol-4-yl)picolinate